[6-(3-chloro-2-piperazin-1-yl-6-quinolinyl)-2-pyridinyl]methylamine dihydrochloride Cl.Cl.ClC=1C(=NC2=CC=C(C=C2C1)C1=CC=CC(=N1)CN)N1CCNCC1